7-(((5-bromo-2-(2,6-dioxopiperidin-3-yl)-1-oxoisoindolin-4-yl)oxy)methyl)-2-azaspiro[3.5]non-6-ene-2-carboxylic acid tert-butyl ester C(C)(C)(C)OC(=O)N1CC2(C1)CC=C(CC2)COC2=C1CN(C(C1=CC=C2Br)=O)C2C(NC(CC2)=O)=O